3,5-dioxole C1=COCO1